FC1=CC(=NC=C1)C1(CCC1)OCC(=O)N1CC2CCC(C1)N2C2=NC=C(C#N)C=C2 6-(3-(2-(1-(4-fluoropyridin-2-yl)cyclobutoxy)acetyl)-3,8-diazabicyclo[3.2.1]octan-8-yl)nicotinonitrile